5-((3-(3-bromo-5-ethoxyphenyl)oxetan-3-yl)methyl)-4-methyl-4H-1,2,4-triazole-3-thiol BrC=1C=C(C=C(C1)OCC)C1(COC1)CC=1N(C(=NN1)S)C